9-((4-(1-(2,6-Dioxopiperidin-3-yl)-3-methyl-2-oxo-2,3-dihydro-1H-benzo[d]imidazol-5-yl)piperidin-1-yl)methyl)-3-azaspiro[5.5]undecane-3-carboxylic acid tert-butyl ester C(C)(C)(C)OC(=O)N1CCC2(CC1)CCC(CC2)CN2CCC(CC2)C2=CC1=C(N(C(N1C)=O)C1C(NC(CC1)=O)=O)C=C2